OP(O)OP(O)O.C(C)(C)(C1=CC=CC=C1)C1=C(C=CC(=C1)C(C)(C)C1=CC=CC=C1)C(CCC(O)C(CO)(CO)CO)C1=C(C=C(C=C1)C(C)(C)C1=CC=CC=C1)C(C)(C)C1=CC=CC=C1 bis(2,4-dicumylphenyl)propylpentaerythritol diphosphite